ω-hydroxylauric acid C(CCCCCC(=O)O)CCCCCO